tert-butyl 4-[(7-chloro-1,6-naphthyridin-2-yl)sulfanyl]piperidine-1-carboxylate ClC1=NC=C2C=CC(=NC2=C1)SC1CCN(CC1)C(=O)OC(C)(C)C